N1[C@H](CC1)CO (R)-azetidin-2-yl-methanol